4-bromo-1,5-dimethyl-3-[(morpholin-4-yl)carbonyl]-1H-pyrazole BrC=1C(=NN(C1C)C)C(=O)N1CCOCC1